trans-N1-methyl-N4-(5-(2-methyl-1-(tetrahydro-2H-pyran-4-yl)-1H-imidazo[4,5-b]pyridin-6-yl)pyrrolo[2,1-f][1,2,4]triazin-2-yl)cyclohexane-1,4-diamine CN[C@@H]1CC[C@H](CC1)NC1=NN2C(C=N1)=C(C=C2)C=2C=C1C(=NC2)N=C(N1C1CCOCC1)C